C1(CC1)C(C)OC1=CC=2N(C=C1C(=O)O)C=C(N2)C21COC(C2)(C1)C 7-(1-cyclopropylethoxy)-2-(1-methyl-2-oxabicyclo[2.1.1]hexan-4-yl)imidazo[1,2-a]pyridine-6-carboxylic acid